8-bromo-10-iodo-1,2,3,4,5,6-hexahydro-1-benzazocine BrC=1C=C(C2=C(CCCCCN2)C1)I